C(C1CC(C(C(C1)CCCC(C)C)N)CCCC(C)C)C1CC(C(C(C1)CCCC(C)C)N)CCCC(C)C 4,4'-methylenebis(2,6-di(4-methylpent-1-yl)cyclohexylamine)